ClC1=CC(=C(C=C1)C1=NC(=CC2=C1N=C(N(C2=O)C)C)N2C[C@H](C(CC2)(F)F)C=2C=NN(C2)C)F 8-(4-chloro-2-fluoro-phenyl)-6-[(3R)-4,4-difluoro-3-(1-methylpyrazol-4-yl)-1-piperidyl]-2,3-dimethyl-pyrido[3,4-d]pyrimidin-4-one